6-(4-(4-carbamoyl-1H-benzo[d]imidazol-2-yl)phenyl)-N-((4,6-dimethyl-2-oxo-1,2-dihydropyridin-3-yl)methyl)-1-ethyl-1H-indazole-4-carboxamide C(N)(=O)C1=CC=CC=2NC(=NC21)C2=CC=C(C=C2)C=2C=C(C=1C=NN(C1C2)CC)C(=O)NCC=2C(NC(=CC2C)C)=O